2-[2-hydroxy-3-(2-acryloyloxyethyl)-5-carboxyphenyl]benzotriazole OC1=C(C=C(C=C1CCOC(C=C)=O)C(=O)O)N1N=C2C(=N1)C=CC=C2